2-ethylhexyl alpha-cyano-beta-phenylcinnamate C(#N)C(C(=O)OCC(CCCC)CC)=C(C1=CC=CC=C1)C1=CC=CC=C1